C(=O)(OC(C)(C)C)NCC(=O)N[C@@H](CCCNC(N)=N)C(=O)O BOC-L-glycyl-L-arginine